(4-fluoro-5-isopropyl-2-methoxyphenyl)boric acid FC1=CC(=C(C=C1C(C)C)OB(O)O)OC